[Pt].[Fe] iron-platinum salt